2-((2S)-4-(7-(1H-indazol-4-yl)-2-(((S)-1-methylpyrrolidin-2-yl)methoxy)-7,8-dihydro-5H-pyrano[4,3-d]pyrimidin-4-yl)-1-acryloylpiperazin-2-yl)acetonitrile N1N=CC2=C(C=CC=C12)C1CC=2N=C(N=C(C2CO1)N1C[C@@H](N(CC1)C(C=C)=O)CC#N)OC[C@H]1N(CCC1)C